C1(=CC=CC2=CC=CC=C12)C=1C(=C(C=CC1NC1=CC=CC=C1)C1=CC=C(C=C1)NC1=CC=CC=C1)C1=CC=CC2=CC=CC=C12 di(1-naphthyl)-N,N'-diphenyl-(1,1'-biphenyl)-4,4'-diamine